3-(3-chloro-4-fluorophenyl)-1-(2-hydroxyethyl)-1-((1-oxo-1,2-dihydroisoquinolin-4-yl)methyl)urea ClC=1C=C(C=CC1F)NC(N(CC1=CNC(C2=CC=CC=C12)=O)CCO)=O